C(C(C)C)C1=C(C(=CS1)C1=CC=C(C=C1)CN1C(=NC=C1)C)C 5-isobutyl-4-methyl-3-(4-((2-methyl-1H-imidazol-1-yl)methyl)phenyl)thiophene